ClC1=NC=NC(=C1C(C)=O)Cl 1-(4,6-dichloropyrimidin-5-yl)ethan-1-one